N-(4-(4-(1-(4-(2,6-dioxopiperidin-3-yl)-3-fluorobenzyl)piperidin-4-yl)piperazin-1-yl)-3-(trifluoromethyl)phenyl)-3-(imidazo[1,2-b]pyridazin-3-ylethynyl)-4-methylbenzamide O=C1NC(CCC1C1=C(C=C(CN2CCC(CC2)N2CCN(CC2)C2=C(C=C(C=C2)NC(C2=CC(=C(C=C2)C)C#CC2=CN=C3N2N=CC=C3)=O)C(F)(F)F)C=C1)F)=O